C(C)NC(=O)[C@H]1O[C@H]([C@@H]([C@@H]1O)O)N1C2=NC(=NC(=C2N=C1)NC)C=1C=NN(C1)C (2S,3S,4R,5R)-N-ethyl-3,4-dihydroxyl-5-(2-(1-methyl-1H-pyrazol-4-yl)-6-(methylamino)-9H-purin-9-yl)tetrahydrofuran-2-carboxamide